C(C)(C)(C)OC(=O)N1CC=2CN(CC2C1)C(=O)OC(C)(C)C 1,3,4,6-Tetrahydropyrrolo[3,4-c]pyrrole-2,5-dicarboxylic acid di-tert-butyl ester